[Li].NC1=NN2C(C=C(C=C2)C=2C(=C(C(=O)O)C(=CC2)Cl)C)=N1 3-(2-amino-[1,2,4]triazolo[1,5-a]pyridin-7-yl)-6-chloro-2-methylbenzoic acid lithium